C(C)OC1=C(C=C2CCN(C(C2=C1)CCC1=CNC2=CC=C(C=C12)OC)C(=O)C1=CC=NN1)OC (7-ethoxy-6-methoxy-1-(2-(5-methoxy-1H-indol-3-yl)ethyl)-3,4-dihydroisoquinolin-2(1H)-yl)(1H-pyrazol-5-yl)methanone